methyl 2-bromo-4-(4-[2-(4-chlorophenyl)-4,4-dimethylcyclohex-1-en-1-yl]methylpiperazin-1-yl)benzoate BrC1=C(C(=O)OC)C=CC(=C1)N1CCN(CC1)CC1=C(CC(CC1)(C)C)C1=CC=C(C=C1)Cl